C(C)OC(=O)N1C(CCC2=CC(=CC=C12)C(F)(F)F)(CC)NS(=O)(=O)C(C)(C)C ((S)-tert-butylsulfonamido)-2-ethyl-6-trifluoromethyl-3,4-dihydroquinoline-1(2H)-carboxylic acid ethyl ester